20-oxoeicosanoic acid O=CCCCCCCCCCCCCCCCCCCC(=O)O